ClC1=NNC=2C1=NC(=CC2CN2C[C@@H](C[C@@H](C2)C)C)C(=O)NC2=CC(=CC=C2)C2(CC(C2)CC#N)C2=NN=CN2C 3-chloro-N-(3-((1s,3S)-3-(cyanomethyl)-1-(4-methyl-4H-1,2,4-triazol-3-yl)cyclobutyl)phenyl)-7-(((3R,5S)-3,5-dimethylpiperidin-1-yl)methyl)-1H-pyrazolo[4,3-b]pyridine-5-carboxamide